7-Bromo-2-chloro-N-methylfuro[3,2-d]pyrimidin-4-amine BrC1=COC2=C1N=C(N=C2NC)Cl